C(C=C)(=O)N1C(CN(CC1)C=1N=C2C(=NC1)NC=C2C(=O)N[C@H](C(C)(C)O)C2=CC=CC=C2)(C)C 2-(4-acryloyl-3,3-dimethylpiperazin-1-yl)-N-[(1S)-2-hydroxy-2-methyl-1-phenylpropyl]-5H-pyrrolo[2,3-b]pyrazine-7-carboxamide